NC=1C=C(C=C(C1)OC)C=1N(C=CN1)C(=O)OC(C)(C)C tert-butyl 2-(3-amino-5-methoxyphenyl)-1H-imidazole-1-carboxylate